3-([1,2,4]triazolo[4,3-a]pyridin-7-yl)-3,3-difluoropropyl 4-methylbenzenesulfonate CC1=CC=C(C=C1)S(=O)(=O)OCCC(F)(F)C1=CC=2N(C=C1)C=NN2